NC=1C=C(C2=C(NC(N2C)=O)C1)OCCC[C@@H]1CN(C[C@@H](C1(F)F)C)C(=O)OC(C)(C)C tert-Butyl (3R,5S)-3-(3-((6-amino-3-methyl-2-oxo-2,3-dihydro-1H-benzo[d]imidazol-4-yl)oxy) propyl)-4,4-difluoro-5-methylpiperidine-1-carboxylate